C(#N)C=1C=CC(=NC1)NCCNCC(=O)N1[C@@H](CCC1)C#N 1-[[[2-[(5-cyanopyridin-2-yl)amino]ethyl]amino]acetyl]-2-cyano-(S)-pyrrolidine